(E)-N-(2-cyano-4-(4-(2-ethyl-1-methyl-6-(trifluoromethyl)-1H-benzo[d]imidazol-5-yl)indoline-1-carbonyl)phenyl)-4-(((1r,4r)-4-methoxycyclohexyl)amino)but-2-enamide C(#N)C1=C(C=CC(=C1)C(=O)N1CCC2=C(C=CC=C12)C1=CC2=C(N(C(=N2)CC)C)C=C1C(F)(F)F)NC(\C=C\CNC1CCC(CC1)OC)=O